FC=1C=C2C=C(NC2=CC1O)CNC(OC(C)(C)C)=O tert-butyl ((5-fluoro-6-hydroxy-1H-indol-2-yl)methyl)carbamate